1-(3-chloro-5-(trifluoromethyl)phenyl)ethan-1-amine ClC=1C=C(C=C(C1)C(F)(F)F)C(C)N